benzyl (2S,4R)-2-((thioacetoxy)methyl)-4-(4-(trifluoromethyl) phenoxy)pyrrolidine-1-carboxylate C(C)(=S)OC[C@H]1N(C[C@@H](C1)OC1=CC=C(C=C1)C(F)(F)F)C(=O)OCC1=CC=CC=C1